FC(C1=NN=C(O1)C1=CC=2N(C=C1)C=C(N2)CN(S(=O)(=O)N2CCN(CC2)C(CC)=O)C2=CC=CC=C2)F N-((7-(5-(difluoromethyl)-1,3,4-oxadiazol-2-yl)imidazo[1,2-a]pyridin-2-yl)methyl)-N-phenyl-4-propionylpiperazine-1-sulfonamide